C[Si](CCCS(=O)(=O)[O-])(C)C.[Na+] sodium 3-trimethylsilyl-1-propanesulfonate